2-[(3S)-3-methoxypyrrolidin-1-yl]ethanamine CO[C@@H]1CN(CC1)CCN